(S)-N-(5-(2,4-difluorophenoxy)pyrazin-2-yl)-2-(3,3-dimethyl-4-(6-oxo-1,6-dihydropyridine-3-carbonyl)piperazin-1-yl)propanamide FC1=C(OC=2N=CC(=NC2)NC([C@H](C)N2CC(N(CC2)C(=O)C2=CNC(C=C2)=O)(C)C)=O)C=CC(=C1)F